C1N(CC12OCCNC2)S(=O)(=O)F 5-oxa-2,8-diazaspiro[3.5]nonane-2-sulfonyl fluoride